6-bromo-7-hydroxy-8-nitro-3-(1H-tetrazol-5-yl)-2H-chromen-2-one BrC=1C=C2C=C(C(OC2=C(C1O)[N+](=O)[O-])=O)C1=NN=NN1